6-chloro-2-(4-hydroxyphenoxy)quinoxaline ClC=1C=C2N=CC(=NC2=CC1)OC1=CC=C(C=C1)O